FC1=C(C(=O)N([C@H]2CNCCC2)C2=NC=CC3=CC=CC(=C23)C)C=CC(=C1)NC1=NC=CC(=N1)NC1=CC=NC=C1 (R)-2-fluoro-N-(8-methylisoquinolin-1-yl)-N-(piperidin-3-yl)-4-((4-(pyridin-4-ylamino)pyrimidin-2-yl)amino)benzamide